N-[3-(5-fluoropyrimidin-2-yl)-4-methylphenyl]-3-methylazetidine-1-carboxamide FC=1C=NC(=NC1)C=1C=C(C=CC1C)NC(=O)N1CC(C1)C